3-(3,5-dimethyl-1-(3-methyl-[1,2,4]triazolo[4,3-b]pyridazin-6-yl)-1H-pyrazol-4-yl)-1-(4-(quinolin-8-ylmethyl)piperazin-1-yl)propan-1-one CC1=NN(C(=C1CCC(=O)N1CCN(CC1)CC=1C=CC=C2C=CC=NC12)C)C=1C=CC=2N(N1)C(=NN2)C